C(CCCCCCCCCCC)OC(NC1=CC=CC=C1)=O N-phenyl-carbamic acid dodecyl ester